tert-butyl (S)-2-(4-(tert-butyl)-1H-imidazol-2-yl)pyrrolidine-1-carboxylate C(C)(C)(C)C=1N=C(NC1)[C@H]1N(CCC1)C(=O)OC(C)(C)C